Ethyl 3-(5-chloro-3-(N-(4-ethoxy-3-methoxyphenyl)-N-methylsulfamoyl)thiophene-2-carboxamido)-5-fluorobenzoate ClC1=CC(=C(S1)C(=O)NC=1C=C(C(=O)OCC)C=C(C1)F)S(N(C)C1=CC(=C(C=C1)OCC)OC)(=O)=O